N1CC(C1)NC([O-])=O (azetidin-3-yl)carbamate